tert-Butyl N-[[(2R)-2-benzyloxy-2-(trifluoromethyl)pent-4-enoyl]amino]carbamate C(C1=CC=CC=C1)O[C@@](C(=O)NNC(OC(C)(C)C)=O)(CC=C)C(F)(F)F